ClCC1=NC2=C(N1COCC[Si](C)(C)C)C(=CC=C2)OC 2-(chloromethyl)-7-methoxy-1-{[2-(trimethylsilyl)ethoxy]methyl}-1H-benzimidazole